O=C(CCNC[C@@H]1N(CC2=CC=CC=C12)C1=C(C(NN=C1)=O)C(F)(F)F)N1CCN(CC1)C1=NC=C(C=C1)C(F)(F)F (R)-5-(1-(((3-Oxo-3-(4-(5-(trifluoromethyl)pyridin-2-yl)piperazin-1-yl)propyl)amino)methyl)isoindolin-2-yl)-4-(trifluoromethyl)pyridazin-3(2H)-one